C1(=CC=CC=C1)N1NC(C=C1C1=CC=C(C=C1)C(C)(C)C)C1=CC=CC=C1 1,3-diphenyl-5-(4-tert-butyl-phenyl)-dihydropyrazole